6-[3-Methyl-4-(methylamino)phenyl]pyridine-3-carboxylic acid methyl ester COC(=O)C=1C=NC(=CC1)C1=CC(=C(C=C1)NC)C